OC[C@H](C1=CC=CC=C1)NC1=NC(=NC=C1C=1OC=NN1)NC1=CC=C2CC(N(CC2=C1)C)=O 7-[[4-[[(1S)-2-hydroxy-1-phenyl-ethyl]amino]-5-(1,3,4-oxadiazol-2-yl)pyrimidin-2-yl]amino]-2-methyl-1,4-dihydroisoquinolin-3-one